2-((4-methoxyphenyl)amino)naphthalene-1,4-dione COC1=CC=C(C=C1)NC=1C(C2=CC=CC=C2C(C1)=O)=O